(S)-5-((2,5-dichloropyrimidin-4-yl)amino)-1-methyl-3-((1-(2,2,2-trifluoroethyl)pyrrolidin-2-yl)methyl)-1,3-dihydro-2H-benzo[d]imidazol-2-one ClC1=NC=C(C(=N1)NC1=CC2=C(N(C(N2C[C@H]2N(CCC2)CC(F)(F)F)=O)C)C=C1)Cl